BrC=1C(=CC(=C(C=O)C1)O)Cl 5-bromo-4-chloro-2-hydroxybenzaldehyde